2-propanyl 4-[(3S,5aR,6R,7S,8aS)-6-[(E,3R)-4-(2,5-difluorophenoxy)-3-(tetrahydro-2H-pyran-2-yloxy)-1-buten-1-yl]-7-(formyloxy)octahydro-2H-cyclopenta[b]oxepin-3-yl]butanoate FC1=C(OC[C@@H](/C=C/[C@H]2[C@H](C[C@@H]3OC[C@H](CC[C@@H]32)CCCC(=O)OC(C)C)OC=O)OC3OCCCC3)C=C(C=C1)F